ClC=1C(N(C(=CC1OCC1=NC=NC=C1F)C)C1=CC(=NC=C1C)C1=NC(=CC=C1C)C(C)(C)O)=O (M)-3-chloro-4-((5-fluoropyrimidin-4-yl)methoxy)-6''-(2-hydroxypropan-2-yl)-3'',5',6-trimethyl-2H-[1,4':2',2''-terpyridin]-2-one